1-(9Z-tetradecenoyl)-2-hexadecanoyl-glycero-3-phosphoserine CCCCCCCCCCCCCCCC(=O)O[C@H](COC(=O)CCCCCCC/C=C\CCCC)COP(=O)(O)OC[C@@H](C(=O)O)N